3-(4-(1-(2,5-Difluorophenyl)piperidin-4-yl)-3-fluorophenyl)piperidine-2,6-dione FC1=C(C=C(C=C1)F)N1CCC(CC1)C1=C(C=C(C=C1)C1C(NC(CC1)=O)=O)F